FC=1C(=NC=C(C1)[N+](=O)[O-])N(C(OC(C)(C)C)=O)C(=O)OC(C)(C)C tert-butyl N-(3-fluoro-5-nitro-2-pyridyl)-N-tert-butoxycarbonylcarbamate